2-(oxan-4-yl)cyclopropane-1-carboxamide O1CCC(CC1)C1C(C1)C(=O)N